C(C)(C)(C)OC(=O)N1CCC(CC1)N1N=CC2=CC(=CC=C12)Br 4-(5-Bromo-1H-indazol-1-yl)piperidine-1-carboxylic acid tert-butyl ester